C(C)(C)(C)OC(=O)N[C@H](C(=O)O)C1=CC=CC=C1 (S)-[(tert-butoxycarbonyl)amino](phenyl)acetic acid